(2-amino-3-isopropylphenyl)(cyclobutyl)methanone NC1=C(C=CC=C1C(C)C)C(=O)C1CCC1